5-((1-(tert-Butoxycarbonyl)azetidin-3-yl)methoxy)-3-isopropyl-1H-pyrrolo[3,2-b]pyridine-1-carboxylic acid tert-butyl ester C(C)(C)(C)OC(=O)N1C=C(C2=NC(=CC=C21)OCC2CN(C2)C(=O)OC(C)(C)C)C(C)C